titanium octanetetracarboxylic acid C(C(CCCCCC)C(=O)O)(C(=O)O)(C(=O)O)C(=O)O.[Ti]